5-ethyl-2-fluoro-4-(1-((2-(trimethylsilyl)ethoxy)methyl)-3-(1-((2-(trimethylsilyl)ethoxy)methyl)-1,4,5,6-tetrahydropyrrolo[3,4-d]imidazol-2-yl)-1H-indazol-6-yl)phenol C(C)C=1C(=CC(=C(C1)O)F)C1=CC=C2C(=NN(C2=C1)COCC[Si](C)(C)C)C1=NC2=C(N1COCC[Si](C)(C)C)CNC2